difluoro-2-(1-methyl-6-oxo-1,6-dihydropyridin-3-yl)acetamide FC(C(=O)N)(C1=CN(C(C=C1)=O)C)F